2-amino-6-borono-2-(3-(4-(2,4-difluorophenylcarbamoyl)piperazin-1-yl)propyl)hexanoic acid NC(C(=O)O)(CCCCB(O)O)CCCN1CCN(CC1)C(NC1=C(C=C(C=C1)F)F)=O